ClC=1C=CC(=C(C1)C1=CC(=C(N=N1)OCC(F)(F)F)NC1=CC(=NC=C1)NC(CCN1CCN(CC1)C)=O)F N-(4-{[6-(5-chloro-2-fluoro-phenyl)-3-(2,2,2-trifluoro-ethoxy)pyridazin-4-yl]amino}-pyridin-2-yl)-3-(4-methylpiperazin-1-yl)propanamide